C[C@@H]1COCC1 (S)-3-methyltetrahydrofuran